(1,3-Dioxoisoindolin-2-yl)-3-(1,2,3,4-tetrahydro-7H-benzo[c]carbazol-7-yl)propionic acid O=C1N(C(C2=CC=CC=C12)=O)C(C(=O)O)CN1C=2C=CC=CC2C=2C3=C(C=CC12)CCCC3